NC(C(F)(F)F)C1=CC2=C(N(C(=N2)NC=2OC3=C(N2)C=CC=C3)C)C=C1 N-(5-(1-amino-2,2,2-trifluoroethyl)-1-methyl-1H-benzo[d]imidazol-2-yl)benzo[d]oxazol-2-amine